COC(C1=C(C=CC=C1)C1=NC2=C(N1CCN1C(=NC3=C1C=CC(=C3OC)C(N)=O)C3=C(C(=O)OC)C=CC=C3)C=CC(=C2OC)C(N)=O)=O.C(CC)C(CCCC)C(C(CCC(CCCC)C)C)C 5-propyl-6,7,10-trimethyl-tetradecane dimethyl-2,2'-(ethane-1,2-diylbis(5-carbamoyl-4-methoxy-1H-benzo[d]imidazole-1,2-diyl))dibenzoate